4-[5-(4-chlorophenyl)-1-[5-isobutyl-2-(trifluoromethyl)phenyl]pyrrol-2-yl]-N-[2-(dimethylamino)ethyl]-benzamide ClC1=CC=C(C=C1)C1=CC=C(N1C1=C(C=CC(=C1)CC(C)C)C(F)(F)F)C1=CC=C(C(=O)NCCN(C)C)C=C1